tert-Butyl (tert-butoxycarbonyl)(7-((3aS,4R,6aR)-2,2-dimethyl-6-vinyl-3a,6a-dihydro-4H-cyclopenta[d][1,3]dioxol-4-yl)-4-methyl-7H-pyrrolo[2,3-d]pyrimidin-2-yl)carbamate C(C)(C)(C)OC(=O)N(C(OC(C)(C)C)=O)C=1N=C(C2=C(N1)N(C=C2)[C@@H]2C=C([C@H]1OC(O[C@H]12)(C)C)C=C)C